O=C1N(C(C=C1)=O)[C@H](CCCNC(CCOCCOCCOCCOCCOCCOCCOCCOC)=O)C(=O)O (R)-31-(2,5-dioxo-2,5-dihydro-1H-pyrrol-1-yl)-26-oxo-2,5,8,11,14,17,20,23-octaoxa-27-azadotriacontan-32-oic acid